C(CO)N The molecule is a member of the class of ethanolamines that is ethane with an amino substituent at C-1 and a hydroxy substituent at C-2, making it both a primary amine and a primary alcohol. It has a role as a human metabolite, an Escherichia coli metabolite and a mouse metabolite. It is a primary amine, a primary alcohol and a member of ethanolamines. It is a conjugate base of an ethanolaminium(1+).